4-((1r,3r)-3-Amino-2,2,4,4-tetramethylcyclobutoxy)-2-methoxy-3-methylbenzonitrile hydrochloride Cl.NC1C(C(C1(C)C)OC1=C(C(=C(C#N)C=C1)OC)C)(C)C